6-chloro-N-[(2RS)-1-chloro-3-(2,4-dimethylphenyl)propan-2-yl]-2-(3-cyclopropylphenoxy)pyrrolo[1,2-b]pyridazine-3-carboxamide ClC=1C=C2N(N=C(C(=C2)C(=O)N[C@@H](CCl)CC2=C(C=C(C=C2)C)C)OC2=CC(=CC=C2)C2CC2)C1 |r|